7-((1-(1-(4-aminophenyl)azetidin-3-yl)piperidin-4-yl)methoxy)-5-fluoro-2-(((tetrahydro-2H-pyran-4-yl)thio)methyl)quinazolin-4(3H)-one NC1=CC=C(C=C1)N1CC(C1)N1CCC(CC1)COC1=CC(=C2C(NC(=NC2=C1)CSC1CCOCC1)=O)F